5-cyano-2-acetamidothiophene-3-carboxylate C(#N)C1=CC(=C(S1)NC(C)=O)C(=O)[O-]